C(C)OC=1C=C(C=O)C=CC1OC(CC=CC)CCCCCC 3-ethoxy-4-(undec-2-en-5-yloxy)benzaldehyde